(2-chloro-3-(4,4,5,5-tetramethyl-1,3,2-dioxaborolan-2-yl)phenyl)-2-(difluoromethoxy)-4-methyl-nicotinaldehyde ClC1=C(C=CC=C1B1OC(C(O1)(C)C)(C)C)C1=NC(=C(C=O)C(=C1)C)OC(F)F